F[C@H](C1(COC1)C=1C=C(C=CC1)N1C(C2=CC(=CC(=C2C1)C(F)(F)F)CN1C[C@H](CC1)F)=O)C1=NN=CN1C 2-(3-(3-((R)-fluoro(4-methyl-4H-1,2,4-triazol-3-yl)methyl)oxetan-3-yl)phenyl)-6-(((S)-3-fluoropyrrolidin-1-yl)methyl)-4-(trifluoromethyl)isoindolin-1-one